N'-cyclopropyl-N'-[[5-(trifluoromethyl)-2-pyridyl]methyl]oxamide C1(CC1)N(C(C(N)=O)=O)CC1=NC=C(C=C1)C(F)(F)F